BrC1=CC(=C(C=C1)C1=NC=CC=C1N)[N+](=O)[O-] (4-bromo-2-nitro-phenyl)pyridin-3-amine